i-hexene C=CCC(C)C